rac-2,3-dimethyl-N-[2-(1-methylpyrrolidin-2-yl)imidazo[1,2-a]pyridin-6-yl]quinoxaline-6-carboxamide CC1=NC2=CC=C(C=C2N=C1C)C(=O)NC=1C=CC=2N(C1)C=C(N2)[C@@H]2N(CCC2)C |r|